2-(trimethylsilyl)ethoxycarbonyloxysuccinimide C[Si](CCOC(=O)OC1C(=O)NC(C1)=O)(C)C